FC=1C=C2C=NN(C2=CC1C1=C2C(=NC=C1)N(N=C2C2CCN(CC2)C(CCC(=O)O)=O)CC(=O)NCC(=O)NCC(=O)OC)C 4-(4-(4-(5-fluoro-1-methyl-1H-indazol-6-yl)-1-(2-((2-((2-methoxy-2-oxoethyl)amino)-2-oxoethyl)amino)-2-oxoethyl)-1H-pyrazolo[3,4-b]pyridin-3-yl)piperidin-1-yl)-4-oxobutanoic acid